eugenyl acetate (4-allyl-2-methoxyphenyl acetate) C(C=C)C1=CC(=C(C=C1)CC(=O)O)OC.C(C)(=O)OC1=C(OC)C=C(CC=C)C=C1